6-(4-(2-Fluoro-5-((3-oxo-6-(trifluoromethoxy)isobenzofuran-1(3H)-ylidene)methyl)benzoyl)piperazin-1-yl)nicotinonitrile FC1=C(C(=O)N2CCN(CC2)C2=NC=C(C#N)C=C2)C=C(C=C1)C=C1OC(C2=CC=C(C=C12)OC(F)(F)F)=O